[Si](C)(C)(C(C)(C)C)OC[C@H]1N(CCC[C@@]1(C)O)C(=O)OC(C)(C)C tert-butyl (2r,3r)-2-({[tert-butyl (dimethyl) silyl] oxy} methyl)-3-hydroxy-3-methylpiperidine-1-carboxylate